ClC1=C(OC=2C=C3C4=C(NC3=CC2)C(OCC4(C)C)(C)C)C(=CC(=C1)[N+](=O)[O-])Cl 6-(2,6-Dichloro-4-nitrophenoxy)-1,1,4,4-tetramethyl-1,3,4,9-tetrahydro-pyrano[3,4-b]indole